benzyl (2R,3S)-3-((tert-butoxycarbonyl)amino)-2-(((4-oxocyclohexyl)oxy)methyl)piperidine-1-carboxylate C(C)(C)(C)OC(=O)N[C@@H]1[C@@H](N(CCC1)C(=O)OCC1=CC=CC=C1)COC1CCC(CC1)=O